Carbonic acid chloromethyl 1-cyclohexyl-3-[[(1,1-dimethylethoxy)carbonyl]amino]propyl ester C1(CCCCC1)C(CCNC(=O)OC(C)(C)C)OC(OCCl)=O